(S)-5-cyclopropyl-6-ethyl-3-((5-(2-(2-(methylamino)propanamido)ethyl)pyridin-3-yl)amino)pyrazine-2-carboxamide phenolate hydrochloride Cl.C1(=CC=CC=C1)[O-].C1(CC1)C=1N=C(C(=NC1CC)C(=O)N)NC=1C=NC=C(C1)CCNC([C@H](C)NC)=O